CN1C(C2=CC=CC=C2C(=C1)C1=CC(=CC(=C1)OCC1=CC=CC=C1)S(=O)(=O)C)=O 2-methyl-4-(3-methylsulfonyl-5-phenylmethoxyphenyl)isoquinolin-1-one